4-[4-[6-chloro-4-(trifluoromethyl)-2-pyridinyl]piperazin-1-yl]sulfonylaniline ClC1=CC(=CC(=N1)N1CCN(CC1)S(=O)(=O)C1=CC=C(N)C=C1)C(F)(F)F